2,2'-(1,2-phenylenedi(oxy))dioctanoic acid C1(=C(C=CC=C1)OC(C(=O)O)CCCCCC)OC(C(=O)O)CCCCCC